methylstyrene-acrylonitrile methyl-methacrylate COC(C(=C)C)=O.CC(=CC1=CC=CC=C1)C=CC#N